(R)-N-(1-(3-amino-5-(trifluoromethyl)phenyl)ethyl)-2-methyl-6-(tetrahydro-2H-pyran-4-yl)-8,9-dihydrofuro[2,3-H]quinazolin-4-amine NC=1C=C(C=C(C1)C(F)(F)F)[C@@H](C)NC1=NC(=NC2=C3C(=C(C=C12)C1CCOCC1)OCC3)C